C(C)(=O)N1C(CCC1=O)C(=O)NC1=C(C=CC(=C1)COC1=CC(=CC=C1)C(F)(F)F)OC 1-acetyl-N-(2-methoxy-5-((3-(trifluoromethyl)phenoxy)methyl)phenyl)-5-oxopyrrolidine-2-carboxamide